ClC=1C=C(C#N)C=C(C1)OC1=C(N=CN(C1=O)CC=1C(NN=C(C1)C1=CC=NN1C)=O)C(F)(F)F 3-chloro-5-((1-((6-(1-methyl-1H-pyrazol-5-yl)-3-oxo-2,3-dihydropyridazin-4-yl)methyl)-6-oxo-4-(trifluoromethyl)-1,6-dihydropyrimidin-5-yl)oxy)benzonitrile